2-[(6-chloro-5-fluoropyridin-3-yl)oxy]Acetamidopiperidine-1,2-dicarboxylic acid 1-tert-butyl 2-ethyl ester CCOC(=O)C1(N(CCCC1)C(=O)OC(C)(C)C)NC(COC=1C=NC(=C(C1)F)Cl)=O